1-(5-((1-isobutylpiperidin-3-yl)methyl)benzo[d]isoxazol-3-yl)dihydropyrimidine-2,4(1H,3H)-dione C(C(C)C)N1CC(CCC1)CC=1C=CC2=C(C(=NO2)N2C(NC(CC2)=O)=O)C1